N-(7-(cyclobutylmethyl)-7-azaspiro[3.5]nonan-2-yl)-N-phenylthiophene-2-carboxamide hydrochloride Cl.C1(CCC1)CN1CCC2(CC(C2)N(C(=O)C=2SC=CC2)C2=CC=CC=C2)CC1